CON(C(=O)C=1C=CC2=C(N=CS2)C1)C N-methoxy-N-methylbenzo[d]thiazole-5-carboxamide